1-(2-(bicyclo[2.2.2]octan-1-yl)ethyl) 15-(3-pentyloctyl) 7-((4-(dimethylamino)butanoyl)oxy)pentadecanedioate CN(CCCC(=O)OC(CCCCCC(=O)OCCC12CCC(CC1)CC2)CCCCCCCC(=O)OCCC(CCCCC)CCCCC)C